NC1=NC(=C2NC=NC2=N1)NCC1=CC=C(C=C1)Cl 2-amino-6-(4-chlorobenzylamino)purine